4-(4-amino-6-(4-(2-fluoroacrylamido)phenyl)pyrazolo[5,1-f][1,2,4]triazin-5-yl)-N-cyclopentyl-2-methoxybenzamide NC1=NC=NN2C1=C(C(=N2)C2=CC=C(C=C2)NC(C(=C)F)=O)C2=CC(=C(C(=O)NC1CCCC1)C=C2)OC